methyl 2-((1-(4-(difluoromethoxy) phenyl) ethyl) amino)-3-hydroxypropanoate FC(OC1=CC=C(C=C1)C(C)NC(C(=O)OC)CO)F